(S)-2-amino-3-(3-chlorophenyl)propanoic acid N[C@H](C(=O)O)CC1=CC(=CC=C1)Cl